2,3,4,6-tetra-O-benzyl-D-mannopyranose C1=CC=C(C=C1)COC[C@@H]2[C@H]([C@@H]([C@@H](C(O2)O)OCC3=CC=CC=C3)OCC4=CC=CC=C4)OCC5=CC=CC=C5